5,5'-(3,6-diphenylthieno[3,2-b]thiophene-2,5-diyl)bis(2,3-dihydrothieno[3,4-b][1,4]dioxine) C1(=CC=CC=C1)C=1C2=C(SC1C=1SC=C3OCCOC31)C(=C(S2)C=2SC=C3OCCOC32)C3=CC=CC=C3